methyl 4-methyl-5-oxopyrazine-2-carboxylate CN1C=C(N=CC1=O)C(=O)OC